NC1=C(C=C(N=N1)C1=C(C=CC=C1)O)N1CC2CCC(C1)N2C2=CC(=NC=C2)C#CCN2C1(CC1)CCCC2 2-[6-amino-5-[8-[2-[3-(4-azaspiro[2.5]octan-4-yl)prop-1-ynyl]-4-pyridyl]-3,8-diazabicyclo[3.2.1]octan-3-yl]pyridazin-3-yl]phenol